C(C#N)C(=O)N=C(N)N Cyanoacetyl-Guanidine